N-(2-(5-oxo-2-((2,3,4-trifluorobenzyl)amino)-5,7-dihydro-6H-pyrrolo[3,4-b]pyridin-6-yl)ethyl)propionamide O=C1N(CC2=NC(=CC=C21)NCC2=C(C(=C(C=C2)F)F)F)CCNC(CC)=O